monopotassium ricinoleate C(CCCCCCC\C=C/C[C@H](O)CCCCCC)(=O)[O-].[K+]